C1([C@@H](O)[C@H](O)[C@@H]([C@@H](O)C)O1)=O L-Fucono-1,4-Lacton